1,4-Diphenoxybenzene O(C1=CC=CC=C1)C1=CC=C(C=C1)OC1=CC=CC=C1